NOCCCCN1C(=O)NC(=O)C=C1 1-[4-(aminooxy)butyl]-uracil